sodium monoacetone CC(=O)C.[Na]